2,3-dimethylolbutane C(O)C(C)C(C)CO